NC=1N=CC(=NC1C)C#CC1=CC(=NC=C1C)C(=O)NC1=CC(=C(C=C1)CN1CCN(CC1)C)C(F)(F)F 4-((5-amino-6-methylpyrazin-2-yl)ethynyl)-5-methyl-N-(4-((4-methylpiperazin-1-yl)methyl)-3-(trifluoromethyl)phenyl)picolinamide